C1(CC1)CCC1=NC(=C(C(N1C1=C(C=CC=C1OC)OC)=O)CC1=CC=C(C=C1)N1C(C=CC(=C1)C)=O)O 2-(2-cyclopropylethyl)-3-(2,6-dimethoxyphenyl)-6-hydroxy-5-{[4-(5-methyl-2-oxo-1,2-dihydropyridin-1-yl)phenyl]methyl}-3,4-dihydropyrimidin-4-one